2-{methyl[2-(pyridin-2-yl)-5H,6H,7H-cyclopenta[d]pyrimidin-4-yl]amino}-N-(oxan-3-yl)acetamide CN(CC(=O)NC1COCCC1)C=1C2=C(N=C(N1)C1=NC=CC=C1)CCC2